BrC1=CC=C(C=C1)[C@@H]1CN(CC1)C1=CC(=C(C#N)C=C1)C(F)(F)F (r)-4-(3-(4-bromophenyl)pyrrolidin-1-yl)-2-(trifluoro-methyl)benzonitrile